(E)-3-(3-(cyclopropylmethoxy)-4-(difluoromethoxy)styryl)benzoic acid C1(CC1)COC=1C=C(/C=C/C=2C=C(C(=O)O)C=CC2)C=CC1OC(F)F